2-bromo-N-methyl-acetamide BrCC(=O)NC